methyl (S)-4-(4-(tert-butoxycarbonyl)-2-methylpiperazin-1-yl)-7-(3-chlorophenyl)-7H-pyrrolo[2,3-d]pyrimidine-5-carboxylate C(C)(C)(C)OC(=O)N1C[C@@H](N(CC1)C=1C2=C(N=CN1)N(C=C2C(=O)OC)C2=CC(=CC=C2)Cl)C